FC(OC1=CC(=C(C(=C1)F)S(=O)(=O)Cl)F)F 4-(difluoromethoxy)-2,6-difluorobenzenesulfonyl chloride